[1,2]thiazine-3-carboxylate-1,1-dioxide S1(NC(=CC=C1)C(=O)[O-])(=O)=O